CC=1C(=NC=CC1)OCC1(CC1)N 1-(((3-methylpyridin-2-yl)oxy)methyl)cyclopropylamine